FC1=C(C=CC=C1)C(C(=O)O)=C 2-fluorophenylacrylic acid